O[C@@H]1[C@@H](COC1)OC1NC(C2=CC(=CC=C12)C(C)(C)O)=O 3-{[(3R,4S)-4-hydroxyoxolan-3-yl]oxy}-6-(2-hydroxypropan-2-yl)-2,3-dihydro-1H-isoindol-1-one